C(CCCCC)C(COC(CCCCCCC(=O)O)=O)CCCCCCCC 8-((2-hexyldecyl)oxy)-8-oxooctanoic acid